OC1=CC=C(C=C1)C[C@@H](CNC(=O)NCCC1=CC=CC=C1)N1CCCC1 (S)-1-(3-(4-hydroxyphenyl)-2-(pyrrolidin-1-yl)propyl)-3-phenethylurea